(2S,5R)-5-(2-chlorophenyl)-1-(4-((2-fluorobenzyl)oxy)benzoyl)pyrrolidine-2-carboxylic acid ClC1=C(C=CC=C1)[C@H]1CC[C@H](N1C(C1=CC=C(C=C1)OCC1=C(C=CC=C1)F)=O)C(=O)O